((2-fluorotetrahydro-1H-pyrrolizin-7a(5H)-yl)methoxy)pyrido[4,3-d]pyrimidine dihydrochloride Cl.Cl.FC1CC2(CCCN2C1)COC=1N=CC2=C(N1)C=CN=C2